(S)-4-(1-fluoro-1-((3-fluorophenyl)sulfonyl)ethyl)-N-(pyridazin-4-yl)piperidine-1-carboxamide F[C@@](C)(S(=O)(=O)C1=CC(=CC=C1)F)C1CCN(CC1)C(=O)NC1=CN=NC=C1